3-(3-(3-fluoro-4-methyl-5-(5-(piperazin-1-yl)pyrazolo[1,5-a]pyridine-3-carboxamido)phenyl)-1,2,4-oxadiazol-5-yl)azetidine-1-carboxylic acid methyl ester COC(=O)N1CC(C1)C1=NC(=NO1)C1=CC(=C(C(=C1)NC(=O)C=1C=NN2C1C=C(C=C2)N2CCNCC2)C)F